ClC1=C(C=C(OC2=C(C#N)C=C(C=C2)COC2=NC(N(C(=C2)N2CCCC2)C)=O)C=C1)C(F)(F)F 2-(4-chloro-3-(trifluoromethyl)phenoxy)-5-(((1-methyl-2-oxo-6-(pyrrolidin-1-yl)-1,2-dihydropyrimidin-4-yl)oxy)methyl)benzonitrile